BrC1=C(\C=C/C=2C(=NC=CC2)F)C(=CC=C1)F (Z)-3-(2-bromo-6-fluorostyryl)-2-fluoropyridine